O=C(CCCCCCCCC(=O)O)CCCCCCCCC 10-oxo-nonadecanoic Acid